C(C)(C)(C)[Si](OCC#C)(C)C tert-butyldimethyl(prop-2-yn-1-oxy)silane